4-(5-((tert-butoxycarbonyl)amino)pyrimidin-2-yl)-1-methyl-1H-pyrazole-5-carboxylic acid C(C)(C)(C)OC(=O)NC=1C=NC(=NC1)C=1C=NN(C1C(=O)O)C